BrC1=CC=2C(OCC3=CC(=NC=C3C=3C(=CC(=C(NS(C(=C1OC)C2)(=O)=O)C3)Cl)F)OC)=O 13-bromo-19-chloro-21-fluoro-5,14-dimethoxy-16,16-dioxo-9-oxa-16λ6-thia-4,17-diazatetracyclo[16.3.1.111,15.02,7]tricosa-1(22),2,4,6,11(23),12,14,18,20-nonaen-10-one